NC1=C(C=C(N=N1)C1=C(C=CC=C1)O)N1CC2CCC(C1)N2C2=CC(=NC=C2)C#CC2NCC2 2-(6-amino-5-(8-(2-(azetidin-2-ylethynyl)pyridin-4-yl)-3,8-diazabicyclo[3.2.1]octan-3-yl)pyridazin-3-yl)phenol